(1R,4r)-4-((benzyloxy)methyl)cyclohexanecarboxylic acid methyl ester COC(=O)C1CCC(CC1)COCC1=CC=CC=C1